C(C)(C)(C)OC(NC1=CC(=NC(=C1)NC=1C=C(C=CC1)C)C(NC1CC2=CC=CC=C2C1)=O)=O (2-((2,3-Dihydro-1H-inden-2-yl)carbamoyl)-6-(m-tolylamino)pyridin-4-yl)carbamic acid tert-butyl ester